S(=O)(=O)(C1=CC=C(C)C=C1)OCC(COS(=O)(=O)C1=CC=C(C)C=C1)(C)C 2,2-dimethyl-1,3-propanediol ditosylate